C(C1=CC=CC=C1)N1CCC=2C(C(C(N(C2C1)CC1=CC=C(C=C1)OC)=O)C)=O 7-Benzyl-1-(4-methoxybenzyl)-3-methyl-5,6,7,8-tetrahydro-1,7-naphthyridine-2,4(1H,3H)-dione